N[C@@H](COC1=NC(=NC(=C1)C1=C(C=CC=C1C)C)NS(=O)(=O)C1=CC(=NN1COCC[Si](C)(C)C)C(=O)O)CC(C)C 5-[[4-[(2R)-2-Amino-4-methyl-pentoxy]-6-(2,6-dimethylphenyl)pyrimidin-2-yl]sulfamoyl]-1-(2-trimethylsilylethoxymethyl)pyrazole-3-carboxylic acid